7-(pyrrolidin-1-yl)-2H-chromen-2-one N1(CCCC1)C1=CC=C2C=CC(OC2=C1)=O